9,9-bis[4-(3-hydroxy-2,2-dimethylpropoxy)phenyl]fluorene OCC(COC1=CC=C(C=C1)C1(C2=CC=CC=C2C=2C=CC=CC12)C1=CC=C(C=C1)OCC(CO)(C)C)(C)C